(3S)-3-(4-{[(2Z)-3,7-dimethyloct-2,6-dien-1-yl]oxy}phenyl)hex-4-ynoic acid C/C(=C/COC1=CC=C(C=C1)[C@H](CC(=O)O)C#CC)/CCC=C(C)C